Triethanolamine monovalerate C(CCCC)(=O)O.N(CCO)(CCO)CCO